CN1N=CC2=C1N=C1N(C2=O)CCCN1 1-methyl-6,7,8,9-tetrahydropyrazolo[3,4-d]pyrimido[1,2-a]pyrimidine-4(1H)-one